C(C)OC(=O)C1C(C1)C1=CC2=C(CCN(CC2)C(=O)OC(C)(C)C)C=C1 tert-butyl 7-(2-(ethoxycarbonyl)cyclopropyl)-4,5-dihydro-1H-benzo[d]azepine-3(2H)-carboxylate